2-(bromomethyl)-3-chloro-5-(trifluoromethyl)pyridine BrCC1=NC=C(C=C1Cl)C(F)(F)F